CC(C)CCC[C@@H](C)[C@H]1CC[C@H]2[C@@H]3[C@H](C=C4C[C@H](CC[C@]4(C)[C@H]3CC[C@]12C)O)O cholest-5-en-3β,7β-diol